(E)-N'-(1-(6-methoxynaphthalen-2-yl)ethylidene)-2-(1H-pyrrol-1-yl)benzohydrazide COC=1C=C2C=CC(=CC2=CC1)\C(\C)=N\NC(C1=C(C=CC=C1)N1C=CC=C1)=O